2-((8S,9S,10R,13S,14S,17R)-17-hydroxy-10,13-dimethyl-3,11-dioxo-6,7,8,9,10,11,12,13,14,15,16,17-dodecahydro-3H-cyclopenta[a]phenanthren-17-yl)-2-oxoethyl 4-aminobutanoate NCCCC(=O)OCC(=O)[C@]1(CC[C@H]2[C@@H]3CCC4=CC(C=C[C@@]4([C@H]3C(C[C@]12C)=O)C)=O)O